C(C)(C)(C)OC(=O)N1CCCC2=CC=C(C=C12)C(=O)O 1-tert-butoxycarbonyl-3,4-dihydro-2H-quinoline-7-carboxylic acid